(E)-2-((4-(oxetan-3-yl)piperazin-1-yl)methyl)but-2-enoic acid O1CC(C1)N1CCN(CC1)C/C(/C(=O)O)=C\C